O1C(=CC2=C1C=CC=C2)C2=CC=C(C=C2)N2C1=CC=C(C=C1C=1C=C(C=CC21)C=2C=NC1=CC=CC=C1C2)C=2C=NC1=CC=CC=C1C2 9-(4-benzofuran-2-yl-phenyl)-3,6-di-quinolin-3-yl-9H-carbazole